benzyl N-[1-[2-[4-[3-(2,4-dioxohexahydropyrimidin-1-yl)imidazo[1,2-a]pyridine-7-yl]-1-piperidyl]-2-oxo-ethyl]-4-piperidyl]carbamate O=C1N(CCC(N1)=O)C1=CN=C2N1C=CC(=C2)C2CCN(CC2)C(CN2CCC(CC2)NC(OCC2=CC=CC=C2)=O)=O